BrC=1C=C(C=CC1)S(=O)(=O)N1CCC2(C[C@H](CO2)N(C(OC(C)(C)C)=O)C[C@@H](COC2=CC(=CC=C2)S(=O)(=O)C2CC2)O)CC1 tert-Butyl ((R)-8-((3-Bromophenyl)sulfonyl)-1-oxa-8-azaspiro[4.5]decan-3-yl)((S)-3-(3-(cyclopropylsulfonyl)phenoxy)-2-hydroxypropyl)carbamate